CN1CC(C1)(C)[C@@](C=1C=C(C=NC1)C1=NOC(=N1)C1(CCN(CC1)C(C(C)C)=O)O)(C1=CC=C(C=C1)C(C)C)O 1-[4-(3-{5-[(R)-(1,3-Dimethyl-azetidin-3-yl)-hydroxy-(4-isopropyl-phenyl)-methyl]-pyridin-3-yl}-[1,2,4]oxadiazol-5-yl)-4-hydroxy-piperidin-1-yl]-2-methyl-propan-1-one